tert-butyl 4-(4-((5-cyclopropyl-1H-pyrazol-3-yl)amino)quinazolin-2-yl)-3,6-dihydropyridine-1(2H)-carboxylate C1(CC1)C1=CC(=NN1)NC1=NC(=NC2=CC=CC=C12)C=1CCN(CC1)C(=O)OC(C)(C)C